NC=1C2=C(N=CN1)N(C(=C2C2=CNC=C2)C2=CC=C(C=C2)NC(C=C)=O)C N-(4-(4-amino-7-methyl-5-(1H-pyrrol-3-yl)-7H-pyrrolo[2,3-d]pyrimidin-6-yl)phenyl)acrylamide